C(OC12CCC(CC1)(CC2)C(N(C)OC)=O)([O-])=O [4-[methoxy (methyl) carbamoyl]-1-bicyclo[2.2.2]octyl] carbonate